(((1,3-dimethyl-1H-pyrazol-5-yl)sulfonyl)difluoromethyl)-N-(pyridazin-4-yl)piperidine-1-carboxamide methyl-bromoacetate COC(CBr)=O.CN1N=C(C=C1S(=O)(=O)C(F)(F)C1N(CCCC1)C(=O)NC1=CN=NC=C1)C